[Tm].[Al] Aluminium thulium